ClC=1C=NC(=NC1)SC1=CC=CC2=C1N(CO2)CCN2N=C(C=C2)C(F)(F)F 4-[(5-Chloropyrimidine-2-yl)thio]-3-{2-[3-(trifluoromethyl)-1H-pyrazole-1-yl]ethyl}benzo[d]oxazole